C(C)OC(=O)C=1C=NN(C1C(F)(F)F)C1=CC=CC=C1 1-phenyl-5-(trifluoromethyl)-1H-pyrazole-4-carboxylic acid ethyl ester